propyleneether propionate C(CC)(=O)O.C1C(C)O1